BrC1=CC=C(OCC2OCC2)C=C1 2-((4-bromophenoxy)methyl)oxetan